N-(4-hydroxybutyryl)-3-(trifluoromethoxy)phenylalanine ethyl ester C(C)OC([C@@H](NC(CCCO)=O)CC1=CC(=CC=C1)OC(F)(F)F)=O